1,3-dimethyl-5-(methylsulfonyl)-1H-pyrazolo[4,3-d]pyrimidine CN1N=C(C=2N=C(N=CC21)S(=O)(=O)C)C